C(C)OC[C@]1(CN(CC1)C(C)(C)C=1C=NC(=CC1)C)CCC=1SC=C2NC(NC21)=O |o1:4| (R or S)-4-(2-(3-(ethoxy-methyl)-1-(2-(6-methylpyridin-3-yl)propan-2-yl)pyrrolidin-3-yl)ethyl)-1H-thieno[3,4-d]imidazol-2(3H)-one